[Na].N1N=CC=2C(=CC=CC12)S 1H-indazole-4-thiol sodium salt